FC=1C=CC(=C(C1)NC(=O)C=1C=C(SC1)C(=O)NC1=CC(=CC=C1)NS(=O)(=O)C)OC N4-(5-fluoro-2-methoxyphenyl)-N2-(3-(methylsulfonamido)phenyl)thiophene-2,4-dicarboxamide